3-(5-(((1R,2S)-2-(ethyl(((1r,3S)-3-methoxycyclobutyl)methyl)amino)cyclopentyl)oxy)-1-oxoisoindolin-2-yl)piperidine-2,6-dione C(C)N([C@@H]1[C@@H](CCC1)OC=1C=C2CN(C(C2=CC1)=O)C1C(NC(CC1)=O)=O)CC1CC(C1)OC